C1(=CCCCC1)CCCCO 4-(cyclohexene-1-yl)butanol